(R)-Methyl 2-(3-((5-(((S)-1-(3-isopropylphenyl)ethyl)carbamoyl)-2,3-dimethyl-1H-indol-1-yl)methyl)phenoxy)propanoate C(C)(C)C=1C=C(C=CC1)[C@H](C)NC(=O)C=1C=C2C(=C(N(C2=CC1)CC=1C=C(O[C@@H](C(=O)OC)C)C=CC1)C)C